C(C1=CC=CC=C1)OCCC(C(=O)OC)(C#N)CCOCC1=CC=CC=C1 methyl 4-(benzyloxy)-2-(2-(benzyloxy) ethyl)-2-cyanobutyrate